N-benzyl-N-(bis(2-(trifluoromethoxy)phenyl)phosphaneyl)-1,1-bis(4-(tributylsilyl)phenyl)phosphanamine C(C1=CC=CC=C1)N(P(C1=CC=C(C=C1)[Si](CCCC)(CCCC)CCCC)C1=CC=C(C=C1)[Si](CCCC)(CCCC)CCCC)P(C1=C(C=CC=C1)OC(F)(F)F)C1=C(C=CC=C1)OC(F)(F)F